4-((2-cyanophenyl)thio)-6-(1-(1-cyanopiperidin-4-yl)-5-methyl-1H-pyrazol-4-yl)pyrazolo[1,5-a]pyridine-3-carbonitrile C(#N)C1=C(C=CC=C1)SC=1C=2N(C=C(C1)C=1C=NN(C1C)C1CCN(CC1)C#N)N=CC2C#N